O=C1[C@]2(CCN(C2)C(=O)OC(C)(C)C)CCC1 tert-butyl (S)-6-oxo-2-azaspiro[4.4]nonane-2-carboxylate